F.C(C)N(CC)CC triethylamine-hydrofluoride salt